C(C(C)C1=C(C(=CC(=C1)C(C)(C)CC)C(C)(C)C)O)C1=C(C(=CC(=C1)C(C)(C)CC)C(C)(C)C)O 2,2'-propylenebis(4-tert-amyl-6-tert-butylphenol)